C(=O)(O)C=1C=C(C=CC1C(=O)O)C(C)CC1=CC(=C(C=C1)C(=O)O)C(=O)O 2,3-bis(3,4-dicarboxyphenyl)propane